1,3-diiodophenylammonium IC1(CC(=CC=C1)I)[NH3+]